(E)-6-(4-(allyloxy)-6-methoxy-7-methyl-3-oxo-1,3-dihydroisobenzofuran-5-yl)-4-methyl-hex-4-enoic acid allyl ester C(C=C)OC(CC\C(=C\CC=1C(=C2C(OCC2=C(C1OC)C)=O)OCC=C)\C)=O